CC(C(N(C)C)C)N(C)C.[Pd] palladium dimethyl-(N,N'-tetramethyl-1,2-ethylenediamine)